methyl (S)-3-(8-bromo-6-(2-chlorophenyl)-1-((1-methylpiperidin-4-yl)thio)-4H-benzo[f][1,2,4]triazolo[4,3-a][1,4]diazepin-4-yl)propionate BrC=1C=CC2=C(C(=N[C@H](C=3N2C(=NN3)SC3CCN(CC3)C)CCC(=O)OC)C3=C(C=CC=C3)Cl)C1